N-(6-ISOPROPOXY-1-METHYL-1H-INDAZOL-7-YL)-1-(2-(TRIFLUOROMETHYL)PYRIDIN-4-YL)-1H-PYRAZOLE-4-SULFONAMIDE C(C)(C)OC1=CC=C2C=NN(C2=C1NS(=O)(=O)C=1C=NN(C1)C1=CC(=NC=C1)C(F)(F)F)C